FC(CC[Si](Cl)(Cl)Cl)(F)F (3,3,3-trifluoropropyl)trichlorosilane